CN1C(C(CC1=O)N1C(C2=CC=CC(=C2C1=O)[N+](=O)[O-])=O)=O 2-(1-methyl-2,5-dioxopyrrolidin-3-yl)-4-nitroisoindoline-1,3-dione